4-bromo-5'-methyl-2'-(prop-1-en-2-yl)-1',2',3',4'-tetrahydro-[1,1'-biphenyl] BrC1=CC=C(C=C1)C1C(CCC(=C1)C)C(=C)C